O([Mo+4])[Mo+4] oxo-dimolybdenum (V)